6,8-dicyclohexyl-9,10-dihydro-9-oxa-10-phosphaphenanthrene-10-oxide C1(CCCCC1)C=1C=C2C=3C=CC=CC3P(OC2=C(C1)C1CCCCC1)=O